C1(CCCC1)C1CC2(CN(C2)C(=O)C2CC3(C2)NC(OC3)=O)C1 (2s,4s)-2-(6-Cyclopentyl-2-azaspiro[3.3]heptane-2-carbonyl)-7-oxa-5-azaspiro[3.4]octan-6-one